BrC1=C2C(=CNC2=CC=C1)CC1=NC=C(C(=O)N(CC)CC)C=C1 6-((4-bromo-1H-indol-3-yl)methyl)-N,N-diethylnicotinamide